NC=1N=CN(C(C1C(=O)NC=1C=C(C=NC1)[C@@H]1N(CCCC1)C(=O)OC(C)(C)C)=O)C1=C(C=C(C=C1C)OC)C tert-butyl (R)-2-(5-(4-amino-1-(4-methoxy-2,6-dimethylphenyl)-6-oxo-1,6-dihydropyrimidine-5-carboxamido)pyridin-3-yl)piperidine-1-carboxylate